4-amino-N-[(1S)-1-(4-chlorophenyl)ethyl]-1-(5-methyl-7H-pyrrolo[2,3-d]pyrimidin-4-yl)piperidine-4-carboxamide NC1(CCN(CC1)C=1C2=C(N=CN1)NC=C2C)C(=O)N[C@@H](C)C2=CC=C(C=C2)Cl